1,2-bis((8-(tert-butyl)-1-oxaspiro[4.5]decan-2-yl)oxy)ethane C(C)(C)(C)C1CCC2(CCC(O2)OCCOC2OC3(CC2)CCC(CC3)C(C)(C)C)CC1